(1R,2S,5S)-N-(2-amino-2-oxo-1-phthalazin-1-yl-ethyl)-3-[(2S)-2-(2,2-difluoropropanoylamino)-3-methyl-butanoyl]-6,6-dimethyl-3-azabicyclo[3.1.0]hexane-2-carboxamide NC(C(C1=NN=CC2=CC=CC=C12)NC(=O)[C@@H]1[C@H]2C([C@H]2CN1C([C@H](C(C)C)NC(C(C)(F)F)=O)=O)(C)C)=O